BrC=1C=C(C=NC1)N(C(OC(C)C)=O)O isopropyl (5-bromopyridin-3-yl)(hydroxyl)carbamate